(R)-1-((S)-8-chloroisochroman-1-yl)ethan-1-amine ClC=1C=CC=C2CCO[C@@H](C12)[C@@H](C)N